CC1(C2=CC=CC=C2C=2C=CC(=CC12)N(C1=CC(=C(C=C1)C1=CC=C(C=C1)N(C1=CC=CC=C1)C1=CC=CC=C1)C1=CC=CC=C1)C1=CC=C(C=C1)C1=CC=CC=C1)C 4-{(9,9-dimethylfluoren-2-yl)-(biphenyl-4-yl)amino}-4'-(diphenylamino)-2-phenyl-biphenyl